C(C1=CC=CC=C1)N(CC(CC)O)CCCN(CC(CC)O)CC1=CC=CC=C1 1-[benzyl({3-[benzyl(2-hydroxybutyl)amino]propyl})amino]butan-2-ol